4-N-[3-carbamoyl-1-[6-[2-[2-[[2-(2,6-dioxo-3-piperidyl)-1,3-dioxo-isoindolin-4-yl]amino]ethoxy]ethoxy]hexyl]pyrazol-4-yl]-2-[2-(cyclopropylmethylamino)-4-pyridyl]oxazole-4-carboxamide C(N)(=O)C1=NN(C=C1NC(=O)C=1N=C(OC1)C1=CC(=NC=C1)NCC1CC1)CCCCCCOCCOCCNC1=C2C(N(C(C2=CC=C1)=O)C1C(NC(CC1)=O)=O)=O